piperazine orthophosphate salt P(=O)(O)(O)O.N1CCNCC1